ClC1=C(C=C(C=C1)NC(=O)C1=C(N=CN1C)C=1CC2CC(CC2C1)(C1=CC(=NN1C)OCC(C)(C)O)O)F N-(4-chloro-3-fluorophenyl)-4-(5-hydroxy-5-(3-(2-hydroxy-2-methylpropoxy)-1-methyl-1H-pyrazol-5-yl)-1,3a,4,5,6,6a-hexahydropentalen-2-yl)-1-methyl-1H-imidazole-5-carboxamide